tert-butyl 5-(hydroxymethyl)-3-(2-(methylamino)-2-oxoacetamido)-1H-indole-1-carboxylate OCC=1C=C2C(=CN(C2=CC1)C(=O)OC(C)(C)C)NC(C(=O)NC)=O